6-((5-Chloro-3-(2,2,2-trifluoroethoxy)pyridin-2-yl)oxy)-7-fluoro-1-methyl-N-(4-methyl-1,1-dioxidotetrahydro-2H-thiopyran-4-yl)-1H-benzo[d]imidazole-2-carboxamide ClC=1C=C(C(=NC1)OC=1C=CC2=C(N(C(=N2)C(=O)NC2(CCS(CC2)(=O)=O)C)C)C1F)OCC(F)(F)F